(2,4,6-triisopropyl-[1,1'-biphenyl]-3-yl)boric acid C(C)(C)C1=C(C(=CC(=C1OB(O)O)C(C)C)C(C)C)C1=CC=CC=C1